5-(3-ethyl-6-(trifluoromethyl)imidazo[1,2-a]pyrimidine-2-carbonyl)-2-hydroxybenzonitrile C(C)C1=C(N=C2N1C=C(C=N2)C(F)(F)F)C(=O)C=2C=CC(=C(C#N)C2)O